NC=1C(=CC(=NC1)C#N)B1OC(C(O1)(C)C)(C)C 5-amino-4-(4,4,5,5-tetramethyl-1,3,2-dioxaborolan-2-yl)picolinonitrile